N-((2-(6-(4-cyanopiperidin-1-yl)pyridin-2-yl)-1,6-naphthyridin-7-yl)methyl)-5-(methylsulfonyl)nicotinamide C(#N)C1CCN(CC1)C1=CC=CC(=N1)C1=NC2=CC(=NC=C2C=C1)CNC(C1=CN=CC(=C1)S(=O)(=O)C)=O